CC1CCC=2C1=NC1=C(C2NC(OCC(Cl)(Cl)Cl)=O)CCC1C 2,2,2-trichloroethyl (3,5-dimethyl-1,2,3,5,6,7-hexahydrodicyclopenta[b,e]pyridin-8-yl)carbamate